n-butyryl tri-n-hexyl citrate CCCCCCOC(=O)CC(CC(=O)OCCCCCC)(C(=O)OCCCCCC)OC(=O)CCC